(3S,4aS,6S,8aR)-6-fluoro-6-[2-(1H-1,2,3,4-tetrazol-5-yl)ethyl]-decahydroisoquinoline-3-carboxylic acid F[C@]1(C[C@@H]2C[C@H](NC[C@@H]2CC1)C(=O)O)CCC1=NN=NN1